tridecaneoic acid C(CCCCCCCCCCCC)(=O)O